NC1=CC(=C(C(=C1C(=O)O)C)Cl)C 6-amino-3-chloro-2,4-di-methyl-benzoic acid